C[N+](CC1=CC=C(C=C1)NC(C=C)=O)(C)C N,N,N-Trimethyl-4-[(1-oxo-2-propen-1-yl)amino]benzenemethanaminium